C(=C)(C)[C@@H](C\C=C(/CCO)\C)CCC=C (3Z,6R)-6-isopropenyl-3-methyl-3,9-decadienol